9-decenylethyldisiloxane C(CCCCCCCC=C)[SiH](O[SiH3])CC